3-(8-cyano-quinolin-5-yl)-5-methyl-piperidine-1-carboxylic acid tert-butyl ester C(C)(C)(C)OC(=O)N1CC(CC(C1)C)C1=C2C=CC=NC2=C(C=C1)C#N